COC[C@H]1N(CCC1)CC1=CSC2=C1N=C(N=C2N2[C@@H](COCC2)C)C2=C1C(=CN=C2)NC=C1 (R)-4-(7-(((S)-2-(methoxymethyl)pyrrolidin-1-yl)methyl)-2-(1H-pyrrolo[2,3-c]pyridine-4-yl)thieno[3,2-d]pyrimidin-4-yl)-3-methylmorpholine